OC=1C2=C(N=CN1)C=CC(=N2)N([C@@H]2CN(CC2)C(=O)OC(C)(C)C)C tert-butyl (3S)-3-[(4-hydroxypyrido[3,2-d]pyrimidin-6-yl)-methyl-amino]pyrrolidine-1-carboxylate